(S)-2-(1-amino-1,3-dihydro-spiro[indene-2,4'-piperidin]-1'-yl)-5-(1-phenylvinyl)-3,7-dihydro-4H-pyrrolo[2,3-d]pyrimidin-4-one N[C@@H]1C2=CC=CC=C2CC12CCN(CC2)C=2NC(C1=C(N2)NC=C1C(=C)C1=CC=CC=C1)=O